(3R)-3-tert-butoxycarbonylamino-4-bromo-butyric acid methyl ester COC(C[C@H](CBr)NC(=O)OC(C)(C)C)=O